3-(2'-fluoro-5'-methoxy-4-(((tetrahydro-2H-pyran-2-yl)oxy)methyl)-[1,1'-biphenyl]-2-yl)-2,2-dimethylpropanal FC1=C(C=C(C=C1)OC)C1=C(C=C(C=C1)COC1OCCCC1)CC(C=O)(C)C